tert-butyl 4-((4-((2-fluoro-4-((4-(6-methylpyridin-3-yl)thiazol-2-yl)oxy)phenyl)amino)-7-methoxyquinazolin-6-yl)amino)piperidine-1-carboxylate FC1=C(C=CC(=C1)OC=1SC=C(N1)C=1C=NC(=CC1)C)NC1=NC=NC2=CC(=C(C=C12)NC1CCN(CC1)C(=O)OC(C)(C)C)OC